C(CCCCCCC)OC1=C(C(=C(C(=O)C2=CC=CC=C2)C=C1)O)[N+](=O)[O-] 4-n-octyloxy-3-nitro-2-hydroxybenzophenone